tert-butyl 4-[3-(5-ethyl-4-oxo-3H-pyrimidin-2-yl)pyrrolidin-1-yl]piperidine-1-carboxylate C(C)C=1C(NC(=NC1)C1CN(CC1)C1CCN(CC1)C(=O)OC(C)(C)C)=O